(2-(3-fluorophenyl)ethyl-2,2-d2)carboxamide FC=1C=C(C=CC1)C(CC(=O)N)([2H])[2H]